trans-N-[8-amino-6-(1-tetrahydropyran-2-yl-pyrazol-4-yl)-3-isoquinolinyl]2-cyano-cyclopropanecarboxamide NC=1C=C(C=C2C=C(N=CC12)NC(=O)[C@H]1[C@@H](C1)C#N)C=1C=NN(C1)C1OCCCC1